(R)-3-(2-(Benzyloxy)-4-fluorophenyl)-4-methyl-4,5-dihydro-1H-pyrazole-1-carboximidamide C(C1=CC=CC=C1)OC1=C(C=CC(=C1)F)C1=NN(C[C@H]1C)C(N)=N